6-methyl-8-oxo-7-thiophen-2-yl-3,4-dihydro-1H-pyrido[2,1-c][1,4]Oxazine-9-carboxamide CC1=C(C(C(=C2COCCN21)C(=O)N)=O)C=2SC=CC2